BrC=1C=C2C(=NC(=NC2=CC1)C)N[C@H](C)C=1C(=C(C=CC1)C(CO)(F)F)F (R)-2-(3-(1-((6-bromo-2-methylquinazolin-4-yl)amino)ethyl)-2-fluorophenyl)-2,2-difluoroethane-1-ol